(2,4-difluorophenyl)(7-(4-fluorophenyl)-6-(phenylseleno)-3,4-dihydro-1,8-naphthyridin-1(2H)-yl)methanone lithium rubidium cesium salt [Cs].[Rb].[Li].FC1=C(C=CC(=C1)F)C(=O)N1CCCC2=CC(=C(N=C12)C1=CC=C(C=C1)F)[Se]C1=CC=CC=C1